C(N)(=O)C=1C(=NC(=CN1)N1C[C@@H](CCC1)N1C(N(CC1)C)=O)NC=1C=C2CCN(CC2=CC1)C(=O)OC(C)(C)C Tert-butyl (R)-6-((3-carbamoyl-6-(3-(3-methyl-2-oxoimidazolidin-1-yl)piperidin-1-yl)pyrazin-2-yl)amino)-3,4-dihydroisoquinoline-2(1H)-carboxylate